C1(CC1)C=1C=C(C(=O)N=C2NCCCN2)C=CC1NC1=CC(=CC=C1)C(NC1CC(C1)(F)F)=O 3-cyclopropyl-N-(1,3-diazinan-2-ylidene)-4-({3-[(3,3-difluorocyclobutyl)carbamoyl]phenyl}amino)benzamide